methyl 3-(methoxymethyl)bicyclo[1.1.1]pentane-1-carboxylate Sodium hydride [H-].[Na+].COCC12CC(C1)(C2)C(=O)OC